N-(4-hydroxyphenyl)cyclopropanecarboxamide tert-Butyl-(R)-(1-cyclopropylpiperidin-3-yl)carbamate C(C)(C)(C)N(C(O)=O)[C@H]1CN(CCC1)C1CC1.OC1=CC=C(C=C1)NC(=O)C1CC1